C(C)OC(\C=C\C1=CC=C(C=C1)/C(=C(/CC)\C1=C(C=CC=C1)S(=O)(=O)C)/C=1C=C2C=NN(C2=CC1)C1OCCCC1)=O.C(C=C)(=O)OCCCCCCCCCCCCCCCCCCC[SiH2]C(Br)Br acryloyloxynonadecyl-dibromomethylsilane (E)-Ethyl-3-(4-((E)-2-(2-(methylsulfonyl)phenyl)-1-(1-(tetrahydro-2H-pyran-2-yl)-1H-indazol-5-yl)but-1-en-1-yl)phenyl)acrylate